1,1,3,3-Tetramethylbutyl-peroxypivalat CC(CC(C)(C)C)(C)CC(C(=O)O[O-])(C)C